FC=1C=NC(=NC1)N[C@@H]1CN(C[C@H]1CO)C(=O)OC(C)(C)C tert-butyl (3S,4R)-3-((5-fluoropyrimidin-2-yl)amino)-4-(hydroxymethyl)pyrrolidine-1-carboxylate